5-chloro-4-fluoro-11-methyl-2-(methylthio)-10,11-dihydro-8H-7-oxa-1,3,6,11-tetraazaspiro[cycloocta[de]naphthalene-9,3'-oxetan] ClC1=C(C=2N=C(N=C3C2C(=N1)OCC1(COC1)CN3C)SC)F